4-nitrophenyl-phosphate disodium salt [Na+].[Na+].[N+](=O)([O-])C1=CC=C(C=C1)OP(=O)([O-])[O-]